P(OC#N)([O-])[O-] cyano (phosphite)